BrC1=C(C2=C(CN3[C@@H](CO2)CNCC3)C=C1I)Cl (12aR)-9-bromo-10-chloro-8-iodo-1,2,3,4,12,12a-hexahydro-6H-pyrazino[2,1-c][1,4]benzooxazepine